C[C@@H](CC)NC(O[C@H]1C[C@H](CC1)C1=CC(=NN1)NC(CC1=NN(N=C1)C)=O)=O (1R,3S)-3-(3-{[(2-methyl-2H-1,2,3-triazol-4-yl)-acetyl]amino}-1H-pyrazol-5-yl)cyclopentyl (2S)-butan-2-ylcarbamate